O1N[C@@H](CC1)C=1C=C(N(C)C)C=CC1 (S)-3-(isoxazolidin-3-yl)-N,N-dimethylaniline